ON[C@@H](CCC(N)=O)C(=O)O hydroxy-L-glutamine